C(#N)C1=CC(=NC=C1)O[C@@H]1CC[C@H](N(C1)C(=O)C=1C=C(C(=O)N)C=CC1N1N=CC=N1)C 3-({(2R,5R)-5-[(4-cyanopyridin-2-yl)oxy]-2-methylpiperidin-1-yl}carbonyl)-4-(2H-1,2,3-triazol-2-yl)benzamide